CC1=NC2=CC(=CC(=C2N=C1N1CCOCC1)[C@@H](C)NC1=C(C(=O)O)C=CC=C1)C (R)-2-((1-(2,7-dimethyl-3-morpholinoquinoxalin-5-yl)ethyl)amino)benzoic acid